4-(3-bromo-4-fluorophenyl)-2-amino-3-oxobutyric acid BrC=1C=C(C=CC1F)CC(C(C(=O)O)N)=O